4-{[3-(4-{[1-(2-hydroxypropanoyl)piperidin-4-yl]amino}-1-(2,2,2-trifluoroethyl)-1H-indol-2-yl)prop-2-yn-1-yl]amino}-3-methoxybenzene-1-sulfonamide OC(C(=O)N1CCC(CC1)NC1=C2C=C(N(C2=CC=C1)CC(F)(F)F)C#CCNC1=C(C=C(C=C1)S(=O)(=O)N)OC)C